6-(5-amino-2-methyl-phenyl)-8-methyl-2-(methylamino)pyrido[2,3-d]pyrimidin-7-one NC=1C=CC(=C(C1)C1=CC2=C(N=C(N=C2)NC)N(C1=O)C)C